6α-fluoro-17α-hydroxy-16β-methyl-21-[4-[2,6-bis(1-pyrrolidinyl)-4-pyrimidinyl]-1-piperazinyl]pregna-4,9(11)-diene-3,20-dione F[C@H]1C[C@H]2[C@@H]3C[C@@H]([C@](C(CN4CCN(CC4)C4=NC(=NC(=C4)N4CCCC4)N4CCCC4)=O)([C@]3(CC=C2[C@]2(CCC(C=C12)=O)C)C)O)C